5-cyclopropoxy-3-(hydroxymethyl)-2-azabicyclo[2.2.1]heptane-2-carboxylate C1(CC1)OC1C2C(N(C(C1)C2)C(=O)[O-])CO